methyl 3-((4-(methoxymethoxy) phenyl) (methyl) amino)-3-oxopropanoate COCOC1=CC=C(C=C1)N(C(CC(=O)OC)=O)C